(cyclopropylamino)-8-(4-(difluoromethoxy)phenyl)-6-(1-(3-hydroxy-3-methylbutyl)-6-oxo-1,6-dihydropyridin-3-yl)pteridine-7(8H)-one C1(CC1)NC1=NC=2N(C(C(=NC2C=N1)C1=CN(C(C=C1)=O)CCC(C)(C)O)=O)C1=CC=C(C=C1)OC(F)F